Bis(2-pentylheptyl) 16-(2-(diethylamino)ethyl)-10,22-dihexyl-12,20-dioxo-11,13,19,21-tetraoxa-16-azahentriacontanedioate C(C)N(CCN(CCOC(OC(CCCCCCCCC(=O)OCC(CCCCC)CCCCC)CCCCCC)=O)CCOC(OC(CCCCCCCCC(=O)OCC(CCCCC)CCCCC)CCCCCC)=O)CC